C(C1=CC=CC=C1)N1C(=NC(=C1)C1=C(C=CC(=C1)F)F)[C@@H](C(C)(C)C)NCC[C@@H](C(=O)OC(C)(C)C)NC(=O)OC(C)(C)C tert-Butyl (2S)-4-({(1R)-1-[1-benzyl-4-(2,5-difluorophenyl)-1H-imidazol-2-yl]-2,2-dimethylpropyl}amino)-2-[(tert-butoxycarbonyl)amino]butanoate